3-(5-(7-((1-(4-((3R,4S)-3-(2,6-difluorophenyl)-7-hydroxychroman-4-yl)phenyl)piperidin-4-yl)methyl)-2,7-diazaspiro[3.5]nonane-2-yl)-1-oxoisoindol-2-yl)piperidin-2,6-dione FC1=C(C(=CC=C1)F)[C@@H]1COC2=CC(=CC=C2[C@@H]1C1=CC=C(C=C1)N1CCC(CC1)CN1CCC2(CN(C2)C=2C=C3CN(C(C3=CC2)=O)C2C(NC(CC2)=O)=O)CC1)O